5-Nitro-8-hydroxyquinoline L-lysinate monohydrate O.N[C@@H](CCCCN)C(=O)O.[N+](=O)([O-])C1=C2C=CC=NC2=C(C=C1)O